4-(Trifluoromethyl)benzaldehyde-O-(1-methyl-1H-imidazole-4-carbonyl) oxime CN1C=NC(=C1)C(=O)ON=CC1=CC=C(C=C1)C(F)(F)F